2-{2-[(1-{2-[(3aR,7aR)-4-(3-fluorophenyl)-hexahydro-2H-pyrrolo[3,2-b]pyridin-1-yl]pyridin-4-yl}piperidin-4-yl)methoxy]ethoxy}ethanol FC=1C=C(C=CC1)N1[C@H]2[C@@H](CCC1)N(CC2)C2=NC=CC(=C2)N2CCC(CC2)COCCOCCO